3-(9-((4-(cyanomethyl)phenyl)carbamoyl)-4,5-dihydrobenzo[b]thieno[2,3-d]oxepin-8-yl)-6-(propylcarbamoyl)picolinic acid C(#N)CC1=CC=C(C=C1)NC(=O)C1=CC2=C(OCCC3=C2SC=C3)C=C1C=1C(=NC(=CC1)C(NCCC)=O)C(=O)O